4-(((tert-butyldimethylsilyl)oxy)methyl)-1-methyl-5-(oxetan-3-yl)-1H-1,2,3-triazole [Si](C)(C)(C(C)(C)C)OCC=1N=NN(C1C1COC1)C